rel-3(R)-[(R)-hydroxy-(2-naphthalenyl)methyl]-4(S)-(4-methoxyphenyl)-1-phenyl-2-azetidinone O[C@H]([C@@H]1C(N([C@@H]1C1=CC=C(C=C1)OC)C1=CC=CC=C1)=O)C1=CC2=CC=CC=C2C=C1 |o1:1,2,5|